(4-(6-fluoropyridin-2-yl)benzyl)-7-methyl-3-(tetrahydrofuran-3-yl)imidazo[1,5-a]pyrazin-8(7H)-one FC1=CC=CC(=N1)C1=CC=C(CC=2N=C(N3C2C(N(C=C3)C)=O)C3COCC3)C=C1